FC1=CC=C(C=C1)C(CC(=O)NC1(CC1)C1=CC(=NC=C1)OCC(F)(F)F)(C)O 3-(4-fluorophenyl)-3-hydroxy-N-(1-(2-(2,2,2-trifluoroethoxy)pyridin-4-yl)cyclopropyl)butanamide